C(C)(=O)OC(C(=O)NCCCN1C2=NC=NC(=C2N=C1SC1=CC2=C(OCO2)C=C1I)N)(C)C 1-((3-(6-Amino-8-((6-iodobenzo[d][1,3]dioxol-5-yl)thio)-9H-purin-9-yl)propyl)amino)-2-methyl-1-oxopropan-2-yl acetate